bithiophene-5-carbaldehyde S1C(=CC=C1C=O)C=1SC=CC1